OC1=C(C(=O)O)C=CC(=C1)C(NCCC)=O 2-hydroxy-4-(propylcarbamoyl)benzoic acid